O1COC2=C1C=CC(=C2)CNC(=O)C=2N(C(N1C2CN(CC1)C(C1=CC(=C(C=C1)Br)Cl)=O)=O)C1=CC=C(C=C1)OC N-(1,3-benzodioxol-5-ylmethyl)-7-(4-bromo-3-chloro-benzoyl)-2-(4-methoxyphenyl)-3-oxo-6,8-dihydro-5H-imidazo[1,5-a]pyrazine-1-carboxamide